4-(tert-butoxycarbonyl)-1,4-oxazepan-6-carboxylic acid C(C)(C)(C)OC(=O)N1CCOCC(C1)C(=O)O